2-(3-methoxyphenyl)-1H-indene COC=1C=C(C=CC1)C=1CC2=CC=CC=C2C1